N,N'-bis-(2-naphthyl)-p-phenylenediamine C1=C(C=CC2=CC=CC=C12)NC1=CC=C(C=C1)NC1=CC2=CC=CC=C2C=C1